FC1(CCN(CC1)C=1C=2N(C=C(N1)C=1C(=C(C(=O)N)C=CC1I)F)C(=C(N2)C)C)F (8-(4,4-difluoropiperidin-1-yl)-2,3-dimethylimidazo[1,2-a]pyrazin-6-yl)-2-fluoro-4-iodobenzamide